N1CC(C1)N1N=CC(=C1)C=1N=C(C=2N(C1)C=CN2)N2[C@H](CC2)C 6-[1-(azetidin-3-yl)pyrazol-4-yl]-8-[(2S)-2-methylazetidin-1-yl]imidazo[1,2-a]pyrazine